The molecule is a C13 straight-chain saturated fatty acid. It has a role as a plant metabolite. It is a long-chain fatty acid and a straight-chain saturated fatty acid. It is a conjugate acid of a tridecanoate. CCCCCCCCCCCCC(=O)O